2-[3-(Difluoromethyl)-6-(piperazine-1-yl)imidazo[1,5-a]pyridin-8-yl]-N-ethyl-5-fluoro-N-(isopropyl)benzamide FC(C1=NC=C2N1C=C(C=C2C2=C(C(=O)N(C(C)C)CC)C=C(C=C2)F)N2CCNCC2)F